C(=O)C=1C=C(OCCCCCCNC(OC(C)(C)C)=O)C=CC1 Tert-Butyl (6-(3-formylphenoxy)hexyl)carbamate